1-propyl-3-ethylpiperidinium fluoride salt [F-].C(CC)[NH+]1CC(CCC1)CC